γ-undecenolactone C1(CC=CCCCCCCCO1)=O